4-fluoro-3-(4-(3-(8-fluoro-1-oxo-1,2-dihydroisoquinolin-3-yl)propionyl)piperazin-1-yl)benzonitrile FC1=C(C=C(C#N)C=C1)N1CCN(CC1)C(CCC=1NC(C2=C(C=CC=C2C1)F)=O)=O